5-thiapentalene C1=CC=C2CSC=C12